ClC=1C=C(NC2(CCC3(C(CC4=CC=CC=C34)CCCOC=3C4=C(N=CN3)CCC4)CC2)C(=O)O)C=CC1 (1r,4r)-4-(3-chloroanilino)-2'-{3-[(6,7-dihydro-5H-cyclopenta[d]pyrimidin-4-yl)oxy]propyl}-2',3'-dihydrospiro[cyclohexane-1,1'-indene]-4-carboxylic acid